8-(6-(Difluoromethyl)-5-methyl-4-((2R,3R)-2-methyl-3-(piperazin-1-yl)azetidin-1-yl)pyridin-2-yl)-4-methyl-1-oxa-8-azaspiro[4.5]dec-3-ene FC(C1=C(C(=CC(=N1)N1CCC2(C(=CCO2)C)CC1)N1[C@@H]([C@@H](C1)N1CCNCC1)C)C)F